(2R,4R)-4-[[(5S)-3-(3,5-difluorophenyl)-5-vinyl-4H-isoxazole-5-carbonyl]amino]tetrahydrofuran-2-carboxylic acid FC=1C=C(C=C(C1)F)C1=NO[C@](C1)(C(=O)N[C@@H]1C[C@@H](OC1)C(=O)O)C=C